4,6-bis(phenanthren-9-yl)-2-(3'-cyano-biphenyl-4-yl)-benzoxazole C1=CC=CC=2C3=CC=CC=C3C(=CC12)C1=CC(=CC2=C1N=C(O2)C2=CC=C(C=C2)C2=CC(=CC=C2)C#N)C=2C1=CC=CC=C1C=1C=CC=CC1C2